(Z)-2-cyano-3-hydroxy-3-(5-methylisoxazol-4-yl)-N-(1-methyl-2-oxo-4-pyridyl)prop-2-enamide C(#N)/C(/C(=O)NC1=CC(N(C=C1)C)=O)=C(\C=1C=NOC1C)/O